tert-Butyl (1R,4R,5S)-5-((7-bromo-6-(2-cyanoethyl)-8-fluoro-3-(5-methoxy-5-oxopent-1-yn-1-yl)-2-(methylthio)quinolin-4-yl)amino)-2-azabicyclo[2.1.1]hexane-2-carboxylate BrC1=C(C=C2C(=C(C(=NC2=C1F)SC)C#CCCC(=O)OC)N[C@H]1[C@H]2CN([C@@H]1C2)C(=O)OC(C)(C)C)CCC#N